COC(C1=C(C(=C(C(=C1)OC)OC)C)C(=O)N1CCN(CC1)CC1=CC=C(C=C1)C(=O)OC)=O methyl-4,5-dimethoxy-2-(4-(4-(methoxycarbonyl)benzyl)piperazine-1-carbonyl)benzoic acid methyl ester